NC1=C(C=2C(=NC(=CC2OC)C)N1C1=C2C=NNC2=CC(=C1C)F)C(=O)N 2-amino-1-(6-fluoro-5-methyl-1H-indazol-4-yl)-4-methoxy-6-methyl-1H-pyrrolo[2,3-b]pyridine-3-carboxamide